3-(tert-butyl)-1-(2-(piperidin-1-yl)ethyl)quinazoline-2,4(1H,3H)-dione C(C)(C)(C)N1C(N(C2=CC=CC=C2C1=O)CCN1CCCCC1)=O